CC=1SC(=C(N1)N1CCCCC1)C 1-(2,5-dimethylthiazol-4-yl)piperidin